FC1=C(C=CC(=C1F)C)C=1CCCC2=C(C1C1=CC=C(C=C1)CC1CN(C1)CCCF)C=CC=C2 8-(2,3-Difluoro-4-methylphenyl)-9-(4-((1-(3-fluoropropyl)azetidin-3-yl)methyl)phenyl)-6,7-dihydro-5H-benzo[7]annulen